Cl.CSC1=CC=C(C=C1)[C@H](C)N (S)-1-(4-(methylthio)phenyl)ethan-1-amine hydrochloride